(3-(3-(8-chloroisoquinolin-5-yl)-1H-pyrazolo[3,4-b]pyrazin-6-yl)-7-(5-methylisoxazol-3-yl)-3-azabicyclo[4.1.0]heptan-7-yl)methanamine ClC=1C=CC(=C2C=CN=CC12)C1=NNC2=NC(=CN=C21)N2CC1C(C1CC2)(C2=NOC(=C2)C)CN